C1(=CC=CC2=CC=CC=C12)[S+](C)C 1-naphthyldimethyl-sulfonium